4-fluoro-7-methoxyisoquinoline-6-carboxamide FC1=CN=CC2=CC(=C(C=C12)C(=O)N)OC